2-carbamoyl-4-((2R,3R,4S,5R)-3-(3,4-difluoro-2-methoxyphenyl)-4,5-dimethyl-5-(trifluoromethyl)tetrahydrofuran-2-carboxamido)pyridine 1-oxide C(N)(=O)C1=[N+](C=CC(=C1)NC(=O)[C@@H]1O[C@]([C@H]([C@@H]1C1=C(C(=C(C=C1)F)F)OC)C)(C(F)(F)F)C)[O-]